(3R)-3-amino-7-(5-tert-butyl-1,3,4-oxadiazol-2-yl)-1,1-dioxo-5-[[4-[3-(trifluoromethyl)-1,2,4-triazol-1-yl]phenyl]methyl]-2,3-dihydro-1λ6,5-benzothiazepine-4-One N[C@H]1CS(C2=C(N(C1=O)CC1=CC=C(C=C1)N1N=C(N=C1)C(F)(F)F)C=C(C=C2)C=2OC(=NN2)C(C)(C)C)(=O)=O